(+)-methyl glycerate C(C(O)CO)(=O)OC